ethyl α-aminoacetate NCC(=O)OCC